[Si](C)(C)(C(C)(C)C)OCC[C@H](C)NC1=CC(=NC=C1C(=O)NCC#N)Cl (S)-4-((4-((tert-butyldimethylsilyl)oxy)butan-2-yl)amino)-6-chloro-N-(cyanomethyl)nicotinamide